IC1=CC2=C(C(N(C=C2C(C)(C)C2=CC=C(C=C2)C)C)=O)N1S(=O)(=O)C1=CC=C(C)C=C1 2-Iodo-6-methyl-4-(2-(p-tolyl)propan-2-yl)-1-tosyl-1,6-dihydro-7H-pyrrolo[2,3-c]pyridin-7-one